ClC=1C=C(C(=O)N2CC=3C(=NN4C3C(N(C[C@H]4C)[C@@H](C)C4=NN(C(C=C4)=O)C)=O)C[C@H]2C)C=CC1Cl |o1:18| (3R,7R)-2-(3,4-dichlorobenzoyl)-3,7-dimethyl-9-((S*)-1-(1-methyl-6-oxo-1,6-dihydropyridazin-3-yl)ethyl)-1,2,3,4,8,9-hexahydropyrido[4',3':3,4]pyrazolo[1,5-a]pyrazin-10(7H)-one